5-(4-(4-Isopropylpiperazin-1-yl)phenyl)-6-(1-methyl-1H-indazol-6-yl)-7,8-dihydronaphthalen-2-ol C(C)(C)N1CCN(CC1)C1=CC=C(C=C1)C=1C=2C=CC(=CC2CCC1C1=CC=C2C=NN(C2=C1)C)O